2-(5-Methyl-2-(2'-oxospiro[cyclopropane-1,3'-indoline]-5'-yl)piperidin-1-yl)-2-oxoacetic acid CC1CCC(N(C1)C(C(=O)O)=O)C=1C=C2C3(C(NC2=CC1)=O)CC3